ClC=1N=C(C2=C(N1)SC=C2)C(=C)C 2-chloro-4-(prop-1-en-2-yl)thieno[2,3-d]pyrimidine